S(=O)(=O)(O)C1=C(C(=O)[O-])C=CC(=C1)C(=O)[O-] 2-sulfoterephthalate